CC1=CC(=CC(=N1)OC[C@H](C)NC(OC(C)(C)C)=O)[N+](=O)[O-] tert-butyl (S)-(1-((6-methyl-4-nitropyridin-2-yl)oxy)propan-2-yl)carbamate